C(=O)C1(NCCNC1)C 2-formyl-2-methylpiperazine